C(C)(C)C1=CC=C(OC(C(=O)NC2=CC=C(C=C2)C2=CC=C(C=C2)COC)(C)C)C=C1 2-(4-isopropylphenoxy)-N-(4'-(methoxymethyl)-[1,1'-biphenyl]-4-yl)-2-methylpropanamide